tert-Butyl 3,3-difluoro-5-(5-methyl-[1,2,4]triazolo[1,5-a]pyrimidin-7-yl)piperidine-1-carboxylate FC1(CN(CC(C1)C1=CC(=NC=2N1N=CN2)C)C(=O)OC(C)(C)C)F